C1(CC1)C1=NC=NC(=C1C1=NC=C2C(=N1)N(S(C21CC1)(=O)=O)CC1=CC=C(C=C1)N1N=C(C=C1C)C(F)(F)F)OC 6'-(4-cyclopropyl-6-methoxy-pyrimidin-5-yl)-1'-[[4-[5-methyl-3-(trifluoromethyl)pyrazol-1-yl]phenyl]methyl]spiro[cyclopropane-1,3'-isothiazolo[3,4-d]pyrimidine] 2',2'-dioxide